[Si](C)(C)(C(C)(C)C)OCCC1=NC(=CC=2C(=CC=C(C12)I)NC)Cl (2-((tert-butyldimethylsilyl)oxy)ethyl)-3-chloro-8-iodo-N-methylisoquinolin-5-amine